C(C1=CC=CC=C1)(C1=CC=CC=C1)(C1=CC=CC=C1)ON=C(CC1=CC=CC=C1)CC1=CC=CC=C1 Dibenzyl ketone O-trityl oxime